2-methyl-5-propylpyrrole CC=1NC(=CC1)CCC